(S)-(S)-1-(4-isopropylphenyl)ethanamine hydrochloride Cl.C(C)(C)C1=CC=C(C=C1)[C@H](C)N